CN1N(CCC1)C(=O)OC1CCCC1 cyclopentyl 2-methylpyrazolidine-1-carboxylate